ClC1=NC=2C=C(C=CC2C=2C1=NN(C2)C2OCCCC2)C(=O)OC Methyl 4-chloro-2-(tetrahydro-2H-pyran-2-yl)-2H-pyrazolo[3,4-c]quinoline-7-carboxylate